(S)-1-Amino-2-(1-(but-2-ynoyl)pyrrolidin-2-yl)-4-(4-((4-methylpyridin-2-yl)carbamoyl)phenyl)-1H-imidazol-5-carboxamid NN1C(=NC(=C1C(=O)N)C1=CC=C(C=C1)C(NC1=NC=CC(=C1)C)=O)[C@H]1N(CCC1)C(C#CC)=O